CCCCC/C=C\\C/C=C\\CCCCCCCC(=O)OC[C@H](COP(=O)([O-])OC1[C@@H]([C@H](C([C@H]([C@H]1O)O)O)O)O)O The molecule is a 1-acyl-sn-glycero-3-phospho-1D-myo-inositol(1-) in which the 1-acyl group is specified as linoleoyl. It is a conjugate base of a 1-linoleoyl-sn-glycero-3-phospho-D-myo-inositol.